C1(=CC=C(C=C1)C1=NC2=C(C(O1)=O)C=CC=C2)C2=NC1=C(C(O2)=O)C=CC=C1 2,2'-p-phenylenedi(4H-3,1-benzoxazin-4-one)